2-(Methylamino)-3-(4-methoxy-3-(methylcarbamoyl)phenyl)propanoic acid CNC(C(=O)O)CC1=CC(=C(C=C1)OC)C(NC)=O